(R/S)-4-[3,3-dimethyl-1-oxaspiro[4.5]dec-7-en-8-yl]-1-(oxan-2-yl)-1H-pyrazole-3-carbaldehyde CC1(COC2(C1)CC=C(CC2)C=2C(=NN(C2)[C@@H]2OCCCC2)C=O)C |r|